ClC=1C(=NC(=NC1)NC=1C=NN(C1)C)C1=CC=C2CN(C(C2=C1)=O)[C@@H](C(=O)N[C@H](C)C1=NC(=CC=C1)C)C (2R)-2-(6-{5-chloro-2-[(1-methyl-1H-pyrazol-4-yl)amino]pyrimidin-4-yl}-1-oxo-2,3-dihydro-1H-isoindol-2-yl)-N-[(1R)-1-(6-methylpyridin-2-yl)ethyl]propionamide